C1(CC1)CNC(C(C(CC(C)C)NCC1CCOCC1)O)=O N-(Cyclopropylmethyl)-2-hydroxy-5-methyl-3-{[(oxan-4-yl)methyl]amino}hexanamide